O=C1NC(CCC1N1C(C2=CC=C(C=C2C1)N1CCN(CC1)CCCCCCC1=NN=C(S1)C1=CC=C(C=N1)NC(=O)NC=1C=NC=2N(C1C(C)C)N=CC2)=O)=O 1-[6-[5-[6-[4-[2-(2,6-dioxo-3-piperidyl)-1-oxo-isoindolin-5-yl]piperazin-1-yl]hexyl]-1,3,4-thiadiazol-2-yl]-3-pyridyl]-3-(7-isopropylpyrazolo[1,5-a]pyrimidin-6-yl)urea